C=CC1CCCCC1(C=C)C=C TRIVINYLCYCLOHEXANE